N-(2-fluoro-4-(5-(trifluoromethyl)-1,3,4-oxadiazol-2-yl)benzyl)-N-(4-fluorophenyl)methanesulfonamide FC1=C(CN(S(=O)(=O)C)C2=CC=C(C=C2)F)C=CC(=C1)C=1OC(=NN1)C(F)(F)F